4-(4-fluoro-3-(3-((4,4,4-trifluorobutyl)amino)azetidine-1-carbonyl)benzyl)phthalazin-1(2H)-one FC1=C(C=C(CC2=NNC(C3=CC=CC=C23)=O)C=C1)C(=O)N1CC(C1)NCCCC(F)(F)F